tert-butyl 4-(3-piperazin-1-ylcyclobutoxy)piperidine-1-carboxylate N1(CCNCC1)C1CC(C1)OC1CCN(CC1)C(=O)OC(C)(C)C